CN(C)CC1=C(C(=C2N(C(CN(S2(=O)=O)C)C(=O)O)C1=O)C1=CC(=CC=C1)C(F)(F)F)CC1=CC=CC2=CC=CC=C12 7-((dimethylamino)methyl)-2-methyl-8-(naphthalen-1-ylmethyl)-6-oxo-9-(3-(trifluoromethyl)phenyl)-3,4-dihydro-2H,6H-pyrido[1,2-e][1,2,5]thiadiazine-4-carboxylic acid 1,1-dioxide